6-(benzyloxy)-7-methoxy-1-{(E)-2-[5-methoxy-1-(prop-2-yn-1-yl)-1H-pyrrolo[2,3-b]pyridin-3-yl]ethenyl}-1,2,3,4-tetrahydroisoquinoline C(C1=CC=CC=C1)OC=1C=C2CCNC(C2=CC1OC)\C=C\C1=CN(C2=NC=C(C=C21)OC)CC#C